2,2,2-Trifluoroethyl 3-(3-(3-chlorophenyl)-1H-indazol-1-yl)-2,2-dimethylpropanoate ClC=1C=C(C=CC1)C1=NN(C2=CC=CC=C12)CC(C(=O)OCC(F)(F)F)(C)C